C1(=CC=CC=C1)C1=CC=2C(=NC=CC2C2=CNC3=CC=C(C=C23)C#CC2(CCCCC2)O)N1 1-((3-(2-phenyl-1H-pyrrolo[2,3-b]pyridin-4-yl)-1H-indol-5-yl)ethynyl)cyclohexan-1-ol